2,2-dimethoxyethanamine COC(CN)OC